ClC1=NC=CC2=C1C=CN2CC(=O)O 2-(4-chloro-1H-pyrrolo[3,2-c]pyridin-1-yl)acetic acid